di-n-octadecyl-3,5-di-t-butyl-4-hydroxybenzyl phosphate P(=O)(OC(C1=CC(=C(C(=C1)C(C)(C)C)O)C(C)(C)C)(CCCCCCCCCCCCCCCCCC)CCCCCCCCCCCCCCCCCC)([O-])[O-]